C(C)N(C(=O)OC(C)(C)C)C(=O)OC(C)(C)C ethyldi-Bocamine